CNCC1=CC=C(N)C=C1 4-((methylamino)methyl)aniline